BrC=1N=CC(=NC1C)N1C(N(C2=C1C(=CC=C2)C)CC(=O)OCC)=O ethyl 2-[3-(5-bromo-6-methyl-pyrazin-2-yl)-4-methyl-2-oxo-benzimidazol-1-yl]acetate